OC=1C=C2[C@]3(CCCC([C@@H]3CCC2=CC1C(C)C)(C)C)C(=O)O (4AR,10AS)-6-hydroxy-7-isopropyl-1,1-dimethyl-1,3,4,9,10,10A-hexahydrophenanthrene-4A(2H)-carboxylic acid